3-(5-(((1R,2R)-2-(((3-methyloxetan-3-yl)methyl)amino)cyclohexyl)oxy)-1-oxoisoindolin-2-yl)piperidine-2,6-dione CC1(COC1)CN[C@H]1[C@@H](CCCC1)OC=1C=C2CN(C(C2=CC1)=O)C1C(NC(CC1)=O)=O